ClC1=C(C=CC=C1)C=1N(C(=C(N1)C1=CC=CC=C1)C1=CC=CC=C1)C1(N=C(C(=N1)C1=CC=CC=C1)C1=CC=CC=C1)C1=C(C=CC=C1)Cl 2,2'-bis(2-chlorophenyl)4,5,4',5'-tetraphenyl-1,2'-biimidazole